FC1=C(C=CC=C1)[C@H](CC)O (S)-1-(2-fluorophenyl)propan-1-ol